[(2S,3S,4R,5R)-5-[2-chloro-4-(isopropyl-amino)pyrrolo[2,3-d]-pyrimidin-7-yl]-3,4-dihydroxy-tetrahydro-furan-2-yl]methyl-sulfonylmethylphosphonic acid ClC=1N=C(C2=C(N1)N(C=C2)[C@H]2[C@@H]([C@@H]([C@H](O2)CS(=O)(=O)CP(O)(O)=O)O)O)NC(C)C